ClCC(=O)N1C(/C(/C2=CC=C(C=C12)C(=O)OC)=C(\C1=CC=CC=C1)/OC)=O methyl (E)-1-(2-chloroacetyl)-3-(methoxy(phenyl)methylene)-2-oxoindoline-6-carboxylate